4-(methoxymethoxy-2,6-dimethylphenyl)-4-methyl-3,4-dihydropyrazino[1,2-a]indol-1(2H)-one COCOC=1C(=C(C(=CC1)C)C1(CNC(C=2N1C=1C=CC=CC1C2)=O)C)C